NC=1C(=NC(=C(C1)F)OCC1=CC=C(C=C1)F)NC(CCC(=O)N)=O N-(3-amino-6-((4-fluorobenzyl)oxy)-5-fluoropyridin-2-yl)butanediamide